COC1=C(CC=CNS(=O)=O)C=CC(=C1)OC N-(2,4-dimethoxybenzyl)vinylsulfonamide